FC=1C=C(C(=O)NCC=2C=NC=CC2)C=CC1 3-fluoro-N-(pyridin-3-ylmethyl)benzamide